N-(6-(4-ethylphenyl)-4-phenylquinolin-2-yl)-N-methylglycine C(C)C1=CC=C(C=C1)C=1C=C2C(=CC(=NC2=CC1)N(CC(=O)O)C)C1=CC=CC=C1